C(CC(=O)OCC#C)(=O)OCC#C bis(propargyl) malonate